C1=C(C=CC2=CC=CC=C12)C=1C=C2C=CC(=C(C2=CC1)C1=C(C=CC2=CC(=CC=C12)C1=CC2=CC=CC=C2C=C1)OCC1=C2C=CC=C(C2=CC=C1)C(=O)OC)OCC1=C2C=CC=C(C2=CC=C1)C(=O)OC dimethyl 5,5'-[(6,6'-bis(naphthalen-2-yl)[1,1'-binaphthalene]-2,2'-diyl)bis(oxymethylene)]di(naphthalene-1-carboxylate)